1-(5-(((1S,2S)-2-(3-(4,4-difluorocyclohexyl)azetidin-1-yl)cyclopentyl)oxy)-1-oxoisoindolin-2-yl)-3-azabicyclo[3.1.1]heptane-2,4-dione FC1(CCC(CC1)C1CN(C1)[C@@H]1[C@H](CCC1)OC=1C=C2CN(C(C2=CC1)=O)C12C(NC(C(C1)C2)=O)=O)F